C[Si]1(OC(COC1)=O)C 2,2-dimethyl-1,4-dioxa-2-silacyclohexan-6-one